C(C)(=O)O[C@H]1C(O[C@@H]([C@@H]([C@@H]1O)O)CN)O (3R,4S,5R,6R)-6-(aminomethyl)-2,4,5-trihydroxytetrahydro-2H-pyran-3-yl acetate